methyl (S)-3-amino-3-(3-ethoxy-4-methoxyphenyl)propionate N[C@@H](CC(=O)OC)C1=CC(=C(C=C1)OC)OCC